methyl-3-morpholino-2-nitroaniline CNC1=C(C(=CC=C1)N1CCOCC1)[N+](=O)[O-]